ethyl 1-(2-amino-2-oxoethyl)-4-methyl-1H-pyrazole-5-carboxylate NC(CN1N=CC(=C1C(=O)OCC)C)=O